hydrogen chloride, hydrobromide Br.Cl